8-(4-Chloro-2,6-dimethylphenyl)-9-(4-((1-(3-fluoropropyl)azetidin-3-yl)methyl)phenyl)-6,7-dihydro-5H-benzo[7]annulen ClC1=CC(=C(C(=C1)C)C=1CCCC2=C(C1C1=CC=C(C=C1)CC1CN(C1)CCCF)C=CC=C2)C